(S)-4-(4-bromophenyl)-2-methylmorpholine BrC1=CC=C(C=C1)N1C[C@@H](OCC1)C